(3-amino-6-(3,3-difluoroazetidin-1-yl)-1H-pyrazolo[3,4-b]pyridin-1-yl)(2-methoxyphenyl)methanone NC1=NN(C2=NC(=CC=C21)N2CC(C2)(F)F)C(=O)C2=C(C=CC=C2)OC